tert-butyl 3-(5-amino-3-(4-((4-methoxypyridin-2-yl)oxy)phenyl)imidazo[1,5-c]pyrimidin-1-yl)-2,5-dihydro-1H-pyrrole-1-carboxylate NC1=NC=CC=2N1C(=NC2C=2CN(CC2)C(=O)OC(C)(C)C)C2=CC=C(C=C2)OC2=NC=CC(=C2)OC